C[C@H](CCCCCC)OC(C1=CC=C(C=C1)OC(C1=CC=C(C=C1)OCCCCCC)=O)=O 4-[4-(hexyloxy)benzoyloxy]benzoic acid (R)-2-octyl ester